FC1=CC=C(C=C1)/C(=C/COC1=CC(=C(OCC(=O)OC)C=C1)C)/C1=CC=C(C=C1)C#CCSC methyl (E)-[4-[3-(4-fluorophenyl)-3-[4-[3-(methylsulfanyl)propynyl]phenyl]allyloxy]-2-methylphenoxy]acetate